N-((3R,5S)-3,5-Dimethylmorpholine-4-carbonyl)-O-(4-(5,6,7,8-tetrahydro-1,8-naphthyridin-2-yl)butyl)-L-homoserine C[C@H]1N([C@H](COC1)C)C(=O)N[C@@H](CCOCCCCC1=NC=2NCCCC2C=C1)C(=O)O